N-methyl-mesitylene-sulfonamide CNS(=O)(=O)C1=C(C=C(C=C1C)C)C